BrC=1C(=CC2=C(OC(O2)(C)C)C1)\N=C\C1C(OC(OC1=O)(C)C)=O (E)-5-(((6-bromo-2,2-dimethylbenzo[d][1,3]dioxol-5-yl)imino)methyl)-2,2-dimethyl-1,3-dioxane-4,6-dione